O1CCC(CC1)C=1C=CC(=NC1)CO (5-tetrahydropyran-4-yl-2-pyridyl)methanol